5-(2-fluorophenyl)-2-[[5-methyl-3-(6-methylpyridin-3-yl)-1,2-oxazol-4-yl]methyl]pyridazin-3-one FC1=C(C=CC=C1)C1=CC(N(N=C1)CC=1C(=NOC1C)C=1C=NC(=CC1)C)=O